2-hydroxymethyl-2-ethyl-butanal OCC(C=O)(CC)CC